BrC=1C(=NC=C(C1C)C(F)(F)F)OC=1C(=NC=CC1)OC 3-bromo-2-[(2-methoxy-3-pyridinyl)oxy]-4-methyl-5-(trifluoromethyl)pyridine